NC1=NC(=CC=C1[C@@H]1CC2(CC(C2)(F)F)CCN1CC1=C2C=CN(C2=C(C=C1OC)C)C(=O)OC(C)(C)C)C(=O)OC tert-butyl (S)-4-((6-(2-amino-6-(methoxycarbonyl)pyridin-3-yl)-2,2-difluoro-7-azaspiro[3.5]nonan-7-yl)methyl)-5-methoxy-7-methyl-1H-indole-1-carboxylate